IC1=CC=C(OC2CS(C2)(=O)=O)C=C1 3-(4-iodophenoxy)thietane 1,1-dioxide